(S)-2-((tert-Butoxycarbonyl)amino)-3-((1-isopropyl-4-nitro-1H-pyrazol-5-yl)oxy)propanoic acid C(C)(C)(C)OC(=O)N[C@H](C(=O)O)COC1=C(C=NN1C(C)C)[N+](=O)[O-]